NC[C@H](CC1=CC(=C(C(=O)NC)C=C1)Cl)N(C)C (S)-4-(3-amino-2-(dimethylamino)propyl)-2-chloro-N-methylbenzamide